7-chloro-2,4-dimethyl-N-((6-methyl-4-(methylsulfanyl)-2-oxo-1,2-dihydropyridin-3-yl)methyl)benzo[d][1,3]dioxine-5-carboxamide ClC=1C=C(C2=C(OC(OC2C)C)C1)C(=O)NCC=1C(NC(=CC1SC)C)=O